FC(COC1=C(C=C(C=C1)F)[C@@H](C)NC1=NC=2N(C=C1)N=CC2I)F (R)-N-(1-(2-(2,2-difluoroethoxy)-5-fluorophenyl)ethyl)-3-iodopyrazolo[1,5-a]pyrimidin-5-amine